1,4,8,9-tetra-aza-triphenylene N1=CC=NC=2C3=CC=CN=C3C3=NC=CC=C3C12